3-fluoro-4-(((6-(piperidin-4-yl)pyridin-2-yl)oxy)methyl)benzaldehyde O-methyl oxime CON=CC1=CC(=C(C=C1)COC1=NC(=CC=C1)C1CCNCC1)F